11-((tert-butyldimethylsilyl)oxy)-8-hydroxy-7-methoxy-2-methylene-5-oxo-2,3,11,11a-tetrahydro-1H-benzo[e]pyrrolo[1,2-a][1,4]diazepine-10(5H)-carboxylate [Si](C)(C)(C(C)(C)C)OC1C2N(C(C3=C(N1C(=O)[O-])C=C(C(=C3)OC)O)=O)CC(C2)=C